Cl.N=1C=NN2C1C=C(C=C2)OC2=C(C=C(C=C2)NC=2C1=C(N=CN2)C=CC(=N1)N1CCNCCC1)C N-(4-([1,2,4]triazolo[1,5-a]pyridin-7-yloxy)-3-methylphenyl)-6-(1,4-diazepan-1-yl)pyrido[3,2-d]pyrimidin-4-amine hydrochloride